C(#N)C=1C2=C(SC1N(C(=O)C1=CC=CC3=CC=CC=C13)C(N(C)C)=O)CCCC2 N-(3-cyano-4,5,6,7-tetrahydrobenzo[b]thiophen-2-yl)-N-(dimethylcarbamoyl)-1-naphthamide